C(CCCCC(=O)OCCCCCCC)(=O)OCC(COC(CC(CCCCCC)CCCCCC)=O)(COC(CC(CCCCCC)CCCCCC)=O)COC(CCCN(C)C)=O 2-({[4-(Dimethylamino)butanoyl]oxy}methyl)-3-[(3-hexylnonanoyl)oxy]-2-{[(3-hexylnonanoyl)oxy]methyl}propyl heptyl hexanedioate